tert-butyl (3-((5-((benzylamino)methyl)-2-(methylthio)pyrimidin-4-yl)amino)phenyl)carbamate C(C1=CC=CC=C1)NCC=1C(=NC(=NC1)SC)NC=1C=C(C=CC1)NC(OC(C)(C)C)=O